5-{1-[4-(4-fluorophenoxy)benzoyl]piperidin-4-yl}-4-methoxypyridin-2-amine trifluoroacetate FC(C(=O)O)(F)F.FC1=CC=C(OC2=CC=C(C(=O)N3CCC(CC3)C=3C(=CC(=NC3)N)OC)C=C2)C=C1